(S)-8-(2-amino-6-((S)-1-(3',4'-bis(hydroxymethyl)-3-(3-methyl-1H-pyrazol-1-yl)-[1,1'-biphenyl]-4-yl)-2,2,2-trifluoroethoxy)pyrimidin-4-yl)-2,8-diazaspiro[4.5]decane-3-carboxylic acid NC1=NC(=CC(=N1)N1CCC2(C[C@H](NC2)C(=O)O)CC1)O[C@H](C(F)(F)F)C1=C(C=C(C=C1)C1=CC(=C(C=C1)CO)CO)N1N=C(C=C1)C